tert-butyl N-ethyl-N-[1-[2-methyl-7-[[2-methyl-7-[(2-oxopyrrolidin-1-yl)methyl]indazol-5-yl]carbamoyl]indazol-4-yl]-4-piperidyl]carbamate C(C)N(C(OC(C)(C)C)=O)C1CCN(CC1)C=1C2=CN(N=C2C(=CC1)C(NC1=CC2=CN(N=C2C(=C1)CN1C(CCC1)=O)C)=O)C